CC1=C(C2=C(C=N1)COC2)C(=O)OCC ethyl 6-methyl-1,3-dihydrofuro[3,4-c]pyridine-7-carboxylate